C1N(CCC2=CC=CC=C12)C[C@H](CN1CC(OC2=C(C1=O)C=CC(=C2)OCC2=CC=NC=C2)(C)C)O 4-[(2R)-3-(3,4-dihydro-1H-isoquinolin-2-yl)-2-hydroxy-propyl]-2,2-dimethyl-8-(4-pyridylmethoxy)-3H-1,4-benzoxazepine-5-one